OCC=1C=CC(=C2C(=COC21)C)C#N 7-(hydroxymethyl)-3-methylbenzofuran-4-Nitrile